OC1=CC=C2C(C(COC2=C1)C=1C=C(C=CC1)C)C1=CC=C(C=C1)N1CCC(CC1)CN1CCN(CC1)C=1C=C2CN(C(C2=CC1)=O)C1C(NC(CC1)=O)=O 3-(5-(4-((1-(4-(7-hydroxy-3-(m-tolyl)chroman-4-yl)phenyl)piperidin-4-yl)methyl)piperazin-1-yl)-1-oxoisoindolin-2-yl)piperidine-2,6-dione